C1(CCCC1)N1N=CC=C1C1=C(C=CC=C1)S(=O)(=O)C 1-cyclopentyl-5-(2-methanesulfonylphenyl)-1H-pyrazol